N1(CCCCC1)C1CCN(CC1)C1=NC=C(C=C1NS(=O)(=O)C1=C(C=C(C=C1)F)F)Br N-(2-([1,4'-Bipiperidin]-1'-yl)-5-bromopyridin-3-yl)-2,4-difluorobenzenesulfonamide